C(C)(=O)O[C@H](CCC(=O)NC(=N)N)[N+](C)(C)C (R)-acetoxy-4-guanidino-N,N,N-trimethyl-4-oxobutan-1-aminium